C(C)(C)(C)[Si](OC[C@H](C)OC=1N(N=CC1)C)(C)C tert-butyl-dimethyl-[(2S)-2-(2-methylpyrazol-3-yl)oxypropoxy]silane